dihydro-1H-pyrrolo[2,3-b]pyridine N1CCC=2C1=NC=CC2